1-(2-nitrophenyl)butane-3-en-1-ol [N+](=O)([O-])C1=C(C=CC=C1)C(CC=C)O